Ethyl(5-{2-fluoro-5-[(4-oxo-3,4-dihydrophthalazin-1-yl)methyl]phenyl}-1H-benzimidazol-2-yl)carbamat C(C)OC(NC1=NC2=C(N1)C=CC(=C2)C2=C(C=CC(=C2)CC2=NNC(C1=CC=CC=C21)=O)F)=O